FCCCN1C[C@@H](CC1)O (R)-1-(3-fluoropropyl)pyrrolidin-3-ol